N1C=C(C=2C1=NC=CC2)C2=NC=CC=C2 2-[1H-pyrrolo[2,3-b]pyridin-3-yl]pyridine